cyclopent-1-ene-1-carboxamide C1(=CCCC1)C(=O)N